ClC=1C(=NC=CC1C1=C(C(=CC=C1)C1=NC(=C(C=C1)CN1CC2(C1)CC(NC2)=O)OC)Cl)C2=CC(=C(C=C2)CN2CC1(C2)CC(NC1)=O)OC 2-[[4-[3-chloro-4-[2-chloro-3-[6-methoxy-5-[(6-oxo-2,7-diazaspiro[3.4]octan-2-yl)methyl]-2-pyridyl]phenyl]-2-pyridyl]-2-methoxy-phenyl]methyl]-2,7-diazaspiro[3.4]octan-6-one